C1(CCCCC1)N(C1=CC=C(C=C1)N(C)C1CCCCC1)C N,N'-dicyclohexyl-N,N'-dimethyl-p-phenylenediamine